tert-butyl (3R)-3-[(2S)-1-(tert-butoxy)-3-(3-formyl-1-{[2-(trimethylsilyl)ethoxy]methyl}-1H-indazol-5-yl)-1-oxopropane-2-yl]pyrrolidine-1-carboxylate C(C)(C)(C)OC([C@@H](CC=1C=C2C(=NN(C2=CC1)COCC[Si](C)(C)C)C=O)[C@@H]1CN(CC1)C(=O)OC(C)(C)C)=O